1-dodecyl-2-ethylpyridinium methanesulfonate CS(=O)(=O)[O-].C(CCCCCCCCCCC)[N+]1=C(C=CC=C1)CC